ClC=1C2=C(N=CN1)N(C(C2(C)C)=O)COCC[Si](C)(C)C 4-chloro-5,5-dimethyl-7-((2-(trimethylsilyl)ethoxy)methyl)-5H-pyrrolo[2,3-d]pyrimidin-6(7H)-one